C[Si](C(C(=O)OC(C)C)C)(OCC)C isopropyl α-dimethylethoxysilylpropionate